NC1=NC=NN2C1=CC=C2[C@]2([C@@H]([C@@H]([C@H](O2)COP(=O)(OC2=CC=C(C=C2)C(C)(C)C)N[C@@H](C)C(=O)OCCOCCOCC)O)O)C#N 2-(2-ethoxyethoxy)ethyl ((((2R,3S,4R,5R)-5-(4-aminopyrrolo[2,1-f][1,2,4]triazin-7-yl)-5-cyano-3,4-dihydroxytetrahydrofuran-2-yl)methoxy)(4-(tert-butyl)phenoxy)phosphoryl)-L-alaninate